N-Benzyl-N-methyl-5-[[1-[2-oxo-2-[(2S)-2-cyanopyrrolidin-1-yl]ethyl]-4-piperidyl]amino]chinolin-8-carboxamid C(C1=CC=CC=C1)N(C(=O)C=1C=CC(=C2C=CC=NC12)NC1CCN(CC1)CC(N1[C@@H](CCC1)C#N)=O)C